(2'-amino-1,1'-biphenyl-2-yl)palladium (II) carbonate C([O-])([O-])=O.NC1=C(C=CC=C1)C1=C(C=CC=C1)[Pd+].NC1=C(C=CC=C1)C1=C(C=CC=C1)[Pd+]